5-benzyloxy-2-[(4-bromo-2,6-dichloro-phenyl)-chloro-methyl]-4-[(4-methoxyphenyl)methylsulfanyl]pyridine C(C1=CC=CC=C1)OC=1C(=CC(=NC1)C(Cl)C1=C(C=C(C=C1Cl)Br)Cl)SCC1=CC=C(C=C1)OC